CC(C(=O)[O-])C 2-methylpropionate